CS\C=C\C1=CC2=CC=CC=C2C=C1 (E)-methyl(2-(naphthalen-2-yl)vinyl)sulfane